N-(2,2,2-trifluoro-1-(4-fluorophenyl)ethyl)imidazo[1,2-a]pyrazine-2-sulfonamide FC(C(C1=CC=C(C=C1)F)NS(=O)(=O)C=1N=C2N(C=CN=C2)C1)(F)F